4-chlorobicyclo[4.2.0]Oct-1,3,5-trien-7-amine ClC1=CC=C2CC(C2=C1)N